COC(C(N)(OC)OC)(C1=CC=CC=C1)OC tetramethoxyphenethylamine